CONC(=O)C1=NNC=C1CCC1=CC=CC=C1 N-methoxy-(phenyl-ethyl)-pyrazolecarboxamide